tert-butyl (S)-(1-(5-(3-cyano-6-(2-hydroxy-2-methylpropoxy)pyrazolo[1,5-a]pyridin-4-yl)pyridin-2-yl)-3-methylpyrrolidin-3-yl)carbamate C(#N)C=1C=NN2C1C(=CC(=C2)OCC(C)(C)O)C=2C=CC(=NC2)N2C[C@@](CC2)(C)NC(OC(C)(C)C)=O